CN1CC2=C(CC1)N=C(S2)C(=O)O 5-methyl-4,5,6,7-tetrahydrothiazolo[5,4-c]pyridine-2-carboxylic acid